O1C(CCC1)CN(C(=O)C)CC1N(C2=NC=CC=C2CC1)C(=O)N (N-((tetrahydrofuran-2-yl)methyl)acetamino)methyl-3,4-dihydro-1,8-naphthyridin-1(2H)-carboxamide